C(C1=CC=CC=C1)OC=1C=C2C(=C(N(C2=CC1)CC1=CC=C(C=C1)N1CCC(CC1)C(OC)OC)C1=CC=C(C=C1)OCC1=CC=CC=C1)C 5-(Benzyloxy)-2-(4-(benzyloxy)phenyl)-1-(4-(4-(dimethoxymethyl)piperidin-1-yl)benzyl)-3-methyl-1H-indole